3-(3-fluoro-4-((1-(2-((trifluoromethyl)thio)ethyl)azetidin-3-yl)oxy)phenyl)urea FC=1C=C(C=CC1OC1CN(C1)CCSC(F)(F)F)NC(N)=O